2-(4,5-Dibromonaphthalen-2-yl)-4,4,5,5-tetramethyl-1,3,2-dioxaborolane BrC1=CC(=CC2=CC=CC(=C12)Br)B1OC(C(O1)(C)C)(C)C